N-(5-Fluoropyrimidin-2-yl)-1,5-dimethyl-2-oxo-6,7-dihydro-5H-cyclopenta[b]pyridine-3-carboxamide FC=1C=NC(=NC1)NC(=O)C1=CC2=C(N(C1=O)C)CCC2C